3-((aminoiminomethyl)thio)-2-propenoic acid NN=CSC=CC(=O)O